COC1=C(C=CC=C1C1=NN(C=N1)C)NC1=C2C(=NC(=C1)NC1=CC=CC(=N1)C#N)NN(C2=O)C 6-((4-((2-methoxy-3-(1-methyl-1H-1,2,4-triazol-3-yl)phenyl)amino)-2-methyl-3-oxo-2,3-dihydro-1H-pyrazolo[3,4-b]pyridin-6-yl)amino)pyridinecarbonitrile